2-(3-(Dimethylamino)propoxy)-5-(2'-oxo-2',3'-dihydrospiro[cyclobutane-1,1'-pyrrolo[2,3-c]quinolin]-8'-yl)pyridin CN(CCCOC1=NC=C(C=C1)C1=CC=2C3=C(C=NC2C=C1)NC(C31CCC1)=O)C